ClC=1C=CC2=C([C@@H](C[C@@H](O2)C(=O)NC23CC(C2)(C3)C=3C=NN(C3)[C@@H]3C[C@@H](C3)OC(F)(F)F)O)C1 (2R,4R)-6-chloro-4-hydroxy-N-(3-{1-[cis-3-(trifluoromethoxy)cyclobutyl]-1H-pyrazol-4-yl}bicyclo[1.1.1]pentan-1-yl)-3,4-dihydro-2H-1-benzopyran-2-carboxamide